6-(2-{5-[(7R)-7-amino-2-azabicyclo[2.2.1]heptane-2-carbonyl]-7-methoxy-1-methyl-1H-1,3-benzodiazol-2-yl}-1-(cyclopropylmethyl)-1H-pyrrolo[2,3-b]pyridin-6-yl)-2-fluoropyridin-3-ol N[C@H]1C2N(CC1CC2)C(=O)C2=CC1=C(N(C(=N1)C1=CC=3C(=NC(=CC3)C3=CC=C(C(=N3)F)O)N1CC1CC1)C)C(=C2)OC